BrC=1C2=C(N(N=C2C=CC1)COCC[Si](C)(C)C)CCCCl 2-[[4-bromo-3-(3-chloropropyl)indazol-2-yl]methoxy]ethyl-trimethyl-silane